3-[[4-hydroxy-1-[(3R,4R)-3-phenyl-1-(pyrazin-2-ylmethyl)piperidine-4-carbonyl]-4-piperidinyl]methyl]-7-phenyl-thieno[3,4-d]pyrimidin-4-one OC1(CCN(CC1)C(=O)[C@H]1[C@@H](CN(CC1)CC1=NC=CN=C1)C1=CC=CC=C1)CN1C=NC=2C(C1=O)=CSC2C2=CC=CC=C2